ClC1=C(C(C(=O)O)=CC(=C1)Cl)N 3,5-Dichloroanthranilic acid